5,5-dimethyl-1H,3H,6H,7H-cyclopenta[d]pyrimidine-2,4-dione CC1(CCC=2NC(NC(C21)=O)=O)C